6-ethoxy-1,2-dihydro-2,2,4-trimethyl-quinoline C(C)OC=1C=C2C(=CC(NC2=CC1)(C)C)C